N-(cyclopropylsulfonyl)-3-((4-fluoro-2,6-dimethylbenzyl)amino)-4-methylbenzamide C1(CC1)S(=O)(=O)NC(C1=CC(=C(C=C1)C)NCC1=C(C=C(C=C1C)F)C)=O